(S)-7-(1-(6-(trifluoromethyl)pyridin-3-yl)piperidin-3-yl)-2-thia-7-azaspiro[3.5]nonane 2,2-dioxide FC(C1=CC=C(C=N1)N1C[C@H](CCC1)N1CCC2(CS(C2)(=O)=O)CC1)(F)F